FC1(C[C@@H](CCC1)[C@@H](C=1N=C2N(N=C(C=C2)CC2C(NC[C@H](C2)C(F)(F)F)=O)C1)NC(OCC1=CC=CC=C1)=O)F benzyl ((1S)-((R)-3,3-difluorocyclohexyl)(6-(((5S)-2-oxo-5-(trifluoromethyl)piperidin-3-yl)methyl)imidazo[1,2-b]pyridazin-2-yl)methyl)carbamate